3-benzyl-1-(trans-4-((5-cyano-2-(oxetan-3-yloxy)pyrimidin-4-yl)amino)cyclohexyl)-1-(5-(1-methyl-1H-pyrazol-4-yl)pyridin-2-yl)urea C(C1=CC=CC=C1)NC(N(C1=NC=C(C=C1)C=1C=NN(C1)C)[C@@H]1CC[C@H](CC1)NC1=NC(=NC=C1C#N)OC1COC1)=O